C(C)N1C(=CC2=CC(=CC=C12)CNC)C#CCNC(NC1=CC=C(C=C1)C(F)(F)F)=O 3-(3-{1-ethyl-5-[(methylamino)methyl]-1H-indol-2-yl}prop-2-yn-1-yl)-1-[4-(trifluoromethyl)phenyl]urea